[N+](=O)([O-])C=1C=C(C=CC1NC1CCOCC1)S(=O)(=O)N 3-nitro-4-((tetrahydro-2H-pyran-4-yl)amino)benzenesulfonamide